O.[N+](=O)([O-])[O-].[Dy+3].[N+](=O)([O-])[O-].[N+](=O)([O-])[O-] Dysprosium (III) nitrate hydrate